4-amino-3,5-dichloro-6-(3-(4-fluorophenyl)-1H-indol-1-yl)pyridine-2-carboxylic acid NC1=C(C(=NC(=C1Cl)N1C=C(C2=CC=CC=C12)C1=CC=C(C=C1)F)C(=O)O)Cl